(E)-1-(1-(3,4-dimethylphenyl)-5-oxopyrrolidine-3-carbonyl)-N-((4-ethyl-3-oxo-3,4-dihydro-2H-benzo[b][1,4]oxazin-6-yl)(hydroxyimino)methyl)piperidine-4-carboxamide CC=1C=C(C=CC1C)N1CC(CC1=O)C(=O)N1CCC(CC1)C(=O)N/C(=N/O)/C1=CC2=C(OCC(N2CC)=O)C=C1